(5RS,8aRS)-2-[2-chloro-4-(2-phenylethynyl)phenyl]-5-methyl-6,7,8,8a-tetrahydro-5H-imidazo[1,5-a]pyridine-1,3-dione ClC1=C(C=CC(=C1)C#CC1=CC=CC=C1)N1C(N2[C@H](CCC[C@H]2C)C1=O)=O |r|